ClC=1C(=C(OC=2N=NC(=CC2C2=NOC[C@H](N2)CC2=C(C=C(C=C2)C)Cl)C)C=CC1)F |r| (5RS)-3-[3-(3-chloro-2-fluorophenoxy)-6-methylpyridazin-4-yl]-5-(2-chloro-4-methylbenzyl)-5,6-dihydro-4H-1,2,4-oxadiazine